3-(5''-bromodispiro[cyclopropane-1,1'-cyclohexane-4',3''-indoline]-1''-carbonyl)-N-(1-(hydroxymethyl)cyclopropyl)benzenesulfonamide BrC=1C=C2C3(CN(C2=CC1)C(=O)C=1C=C(C=CC1)S(=O)(=O)NC1(CC1)CO)CCC1(CC3)CC1